6-[5-[1-Benzyloxy-1-(trifluoromethyl)pent-4-enyl]-1,3,4-oxadiazol-2-yl]-N-but-3-enyl-N-isopropyl-5-nitro-3-(trifluoromethyl)pyridin-2-amine C(C1=CC=CC=C1)OC(CCC=C)(C(F)(F)F)C1=NN=C(O1)C1=C(C=C(C(=N1)N(C(C)C)CCC=C)C(F)(F)F)[N+](=O)[O-]